(5-(3-(3-(2-(3-Bromophenyl)pent-4-en-2-yl)-1-methyl-1H-1,2,4-triazol-5-yl)-4-fluorophenoxy)-6-fluoro-1-(phenylsulfonyl)-1H-indol-4-yl)methanol BrC=1C=C(C=CC1)C(C)(CC=C)C1=NN(C(=N1)C=1C=C(OC=2C(=C3C=CN(C3=CC2F)S(=O)(=O)C2=CC=CC=C2)CO)C=CC1F)C